(S)-(1-(2,6-dimethoxy-4-((2-methylbiphenyl-3-yl)ethynyl)phenyl)pyrrolidin-2-yl)methanol COC1=C(C(=CC(=C1)C#CC=1C(=C(C=CC1)C1=CC=CC=C1)C)OC)N1[C@@H](CCC1)CO